tert-butyl (S)-3,3-diallyl-5-(2-((tert-butyldimethylsilyl)oxy)ethyl)-2-oxopyrrolidine-1-carboxylate C(C=C)C1(C(N([C@@H](C1)CCO[Si](C)(C)C(C)(C)C)C(=O)OC(C)(C)C)=O)CC=C